ClC1=C(C=C(C=C1)C1=CN(C2=NC(=CC=C21)C(=O)N2C(CN(CC2)C2=NC(=C(C(=O)OC)C(=C2)C)C)(C)C)C2(CCC2)C)F methyl 6-(4-(3-(4-chloro-3-fluorophenyl)-1-(1-methylcyclobutyl)-1H-pyrrolo[2,3-b]pyridine-6-carbonyl)-3,3-dimethylpiperazin-1-yl)-2,4-dimethylnicotinate